7-methyl-2-((2R,4S)-2-(1-(methyl-d3)-6-oxo-1,6-dihydropyridin-3-yl)tetrahydro-2H-pyran-4-yl)-4-(3-(trifluoromethyl)bicyclo[1.1.1]pentan-1-yl)pyrido[2,3-d]pyrimidine-6-carbonitrile CC=1C(=CC2=C(N=C(N=C2C23CC(C2)(C3)C(F)(F)F)[C@@H]3C[C@@H](OCC3)C3=CN(C(C=C3)=O)C([2H])([2H])[2H])N1)C#N